C(C)(C)(C)N1CCN(CC1)C1=C(C=NC2=CC=C(C=C12)C1=C(C(=CC=C1)C#N)O)C1=CC(=CC(=C1)C)F tert-butyl-4-[6-(3-cyano-2-hydroxyphenyl)-3-(3-fluoro-5-methylphenyl)quinolin-4-yl]piperazine